4-((1R,2R)-2-(hydroxymethyl)cyclopentylamino)-2-((1r,4R)-4-methoxycyclohexylamino)pyrimidine-5-carboxamide OC[C@H]1[C@@H](CCC1)NC1=NC(=NC=C1C(=O)N)NC1CCC(CC1)OC